6-Chloro-1-methyl-8-(3-morpholin-4-ylmethyl-phenyl)-9H-pyrido[3,4-b]indole ClC=1C=C2C3=C(NC2=C(C1)C1=CC(=CC=C1)CN1CCOCC1)C(=NC=C3)C